5-(3-(4-(4-Amino-3-(4-phenoxyphenyl)-1H-pyrazolo[3,4-d]pyrimidin-1-yl)-[1,4'-Bipiperidin]-1'-yl)azetidin-1-yl)-2-(2,6-dioxopiperidin-3-yl)isoindoline-1,3-dione NC1=C2C(=NC=N1)N(N=C2C2=CC=C(C=C2)OC2=CC=CC=C2)C2CCN(CC2)C2CCN(CC2)C2CN(C2)C=2C=C1C(N(C(C1=CC2)=O)C2C(NC(CC2)=O)=O)=O